CC1=C(C=CC(=C1)C1=CC=C(C=C1)C(C)(N1CCC(CC1)N1CCNCC1)C)N1N=CC(=C1)C(=O)NCC1=NC(=NN1)C(C(F)(F)F)(C)C 1-[2-methyl-4-[4-[1-methyl-1-(4-piperazin-1-yl-1-piperidyl)ethyl]phenyl]-phenyl]-N-[[3-(2,2,2-trifluoro-1,1-dimethyl-ethyl)-1H-1,2,4-triazol-5-yl]methyl]pyrazole-4-carboxamide